pentaazan NNNNN